ethyl-3-methylimidazolium bis(trifluoromethanesulfonyl)imide salt [N-](S(=O)(=O)C(F)(F)F)S(=O)(=O)C(F)(F)F.C(C)C=1NC=C[N+]1C